4-[(2R)-2-methylmorpholin-4-yl]-2-[(2S)-2-(2-pyridylmethyl)azepan-1-yl]-1H-pyrimidin-6-one C[C@@H]1CN(CCO1)C=1N=C(NC(C1)=O)N1[C@@H](CCCCC1)CC1=NC=CC=C1